(1-(5-(5-(2-cyanoethyl)-4H-1,2,4-triazol-3-yl)-2,4-dimethylbenzoyl)piperidin-4-yl)benzonitrile C(#N)CCC=1NC(=NN1)C=1C(=CC(=C(C(=O)N2CCC(CC2)C2=C(C#N)C=CC=C2)C1)C)C